FC1=C2CCCC2=CC(=C1)OC1COC1 4-fluoro-6-(oxetan-3-yloxy)-2,3-dihydro-1H-inden